4-[4-[tert-butyl(dimethyl)silyl]oxyanilino]-1-isopropyl-5-methyl-pyrrole-2-carbonitrile [Si](C)(C)(C(C)(C)C)OC1=CC=C(NC=2C=C(N(C2C)C(C)C)C#N)C=C1